CC1=C(C=CC(=C1)S(=O)(=O)C)[C@@H]1N(CCCCC1)C=O |r| (+/-)-2-(2-methyl-4-(methylsulfonyl)phenyl)azepane-1-carbaldehyde